C(C1=CC=CC=C1)NS(=O)(=O)C=1C(=CC(=C(C1)O)O)C1=CC=C(C=C1)OC(F)(F)F N-benzyl-4,5-dihydroxy-4'-(trifluoromethoxy)-[1,1'-biphenyl]-2-sulfonamide